2-(3,4-Dimethoxyphenyl)-4-fluoro-6-(1'-isopropyl-[1,4'-bipiperidin]-4-yl)-1H-benzo[d]imidazol COC=1C=C(C=CC1OC)C1=NC2=C(N1)C=C(C=C2F)C2CCN(CC2)C2CCN(CC2)C(C)C